BrC=1C=C(C=C(C1)C)C[C@H](C(=O)OC(C)(C)C)[C@@H]1CN(CC1)C(=O)OC(C)(C)C tert-Butyl (3R)-3-[(1S)-1-[(3-bromo-5-methyl-phenyl)methyl]-2-tert-butoxy-2-oxo-ethyl]pyrrolidine-1-carboxylate